C(C)(C)(C)P(C1=C(C(=C(C(=C1C)C)C)C)C1=C(C=C(C=C1C(C)C)C(C)C)C(C)C)C(C)(C)C di-tert-butyl[3,4,5,6-tetramethyl-2',4',6'-tris(propan-2-yl)-[1,1'-biphenyl]-2-yl]phosphane